2-(4-chlorophenyl)-2,2-difluoroacetic acid sulfate S(=O)(=O)(O)O.ClC1=CC=C(C=C1)C(C(=O)O)(F)F